C(C)(C)(C)OC(=O)N1C(CNCC1)C1=NN(C=C1)C1=CC=C(C=C1)CN (1-(4-(aminomethyl)phenyl)-1H-pyrazol-3-yl)piperazine-1-carboxylic acid tert-butyl ester